1-(4-(3-((4-amino-5-(4-chloro-3-(hydroxymethyl)phenyl)-7-methyl-7H-pyrrolo[2,3-d]pyrimidin-6-yl)ethynyl)azetidin-1-yl)piperidin-1-yl)prop-2-en-1-one NC=1C2=C(N=CN1)N(C(=C2C2=CC(=C(C=C2)Cl)CO)C#CC2CN(C2)C2CCN(CC2)C(C=C)=O)C